C(N)(OC12C(C(C1)(C2)NCC2=C(C=C(C=C2OC)C2=CN(C(C1=CN=CC=C21)=O)C)OC)C(C)(C)C)=O Tert-Butyl(3-((2,6-Dimethoxy-4-(2-Methyl-1-Oxo-1,2-Dihydro-2,7-Naphthyridin-4-Yl)Benzyl)Amino) Bicyclo[1.1.1]Pentan-1-Yl) Carbamate